The molecule is a 3,4-dihydroxy-5-polyprenylbenzoate in which the polyprenyl chain contains 8 prenyl units; major species at pH 7.3. It is a conjugate base of a 3,4-dihydroxy-5-all-trans-octaprenylbenzoic acid. CC(=CCC/C(=C/CC/C(=C/CC/C(=C/CC/C(=C/CC/C(=C/CC/C(=C/CC/C(=C/CC1=C(C(=CC(=C1)C(=O)O)O)[O-])/C)/C)/C)/C)/C)/C)/C)C